2-amino-4-mercaptobutyric acid NC(C(=O)O)CCS